N-(4-(((R)-1-Hydroxy-4-methylpentan-2-yl)amino)-6-(2-(3-methyl-4-oxo-3,4-dihydroquinazolin-6-yl)propyl)-1,3,5-triazin-2-yl)methanesulfonamide OC[C@@H](CC(C)C)NC1=NC(=NC(=N1)CC(C)C=1C=C2C(N(C=NC2=CC1)C)=O)NS(=O)(=O)C